2-(tert-Butoxycarbonyl)-N6-(4-(5-methylfuran-2-yl)-1H-1,2,3-triazole-1-carbonyl)-L-lysine tert-butyl ester C(C)(C)(C)OC(C(N)(CCCCNC(=O)N1N=NC(=C1)C=1OC(=CC1)C)C(=O)OC(C)(C)C)=O